1-(9-butyl-1-methyl-β-carbolin-6-yl)-3-(4-(trifluoromethyl)phenyl)urea C(CCC)N1C2=CC=C(C=C2C=2C=CN=C(C12)C)NC(=O)NC1=CC=C(C=C1)C(F)(F)F